N1C(OC2NC=3N(C=C21)C=CC3)=O dihydro-oxazolo[5,4-d]pyrrolo[1,2-a]pyrimidone